2-methyl-N-((6-(trifluoromethyl)imidazo[1,2-a]pyridin-2-yl)methyl)propan-1-amine CC(CNCC=1N=C2N(C=C(C=C2)C(F)(F)F)C1)C